C(CCCC)S(=O)(=O)[O-] pentylsulfonate